Naphthalene-1-thiocarboxamide C1(=CC=CC2=CC=CC=C12)C(N)=S